ClC1=C(C=CC(=C1)Cl)CN1OCC(C1=O)(C)C 2-[(2,4-dichlorophenyl)methyl]-4,4-dimethyl-isoxazolidinone